2-(3,5-dichloro-4-((1-oxo-2-(4-(trifluoromethyl)benzyl)-1,2,3,4-tetrahydroisoquinolin-6-yl)oxy)phenyl)-1,2,4-triazine-3,5(2H,4H)-dione ClC=1C=C(C=C(C1OC=1C=C2CCN(C(C2=CC1)=O)CC1=CC=C(C=C1)C(F)(F)F)Cl)N1N=CC(NC1=O)=O